(1S,3R,5R)-N-(2-fluoro-5-(5-methoxypyridin-3-yl)-4-(trifluoromethyl)phenyl)-3-methyl-1-(5-methyl-1,3,4-oxadiazol-2-yl)-6-azabicyclo[3.1.1]heptane-6-carboxamide FC1=C(C=C(C(=C1)C(F)(F)F)C=1C=NC=C(C1)OC)NC(=O)N1[C@@H]2C[C@H](C[C@]1(C2)C=2OC(=NN2)C)C